(-)-benzoate C(C1=CC=CC=C1)(=O)[O-]